C(C)C1=C(N=C(O1)C)C=1C=C(C(=O)OC)C=C(C1)F methyl 3-(5-ethyl-2-methyloxazol-4-yl)-5-fluorobenzoate